F[C@@H]1CNCC[C@H]1OC1CN(C1)C1=CC=CC=2N(C(N(C21)C)=O)C2C(NC(CC2)=O)=O 3-[4-[3-[[(3R,4R)-3-fluoro-4-piperidinyl]oxy]azetidin-1-yl]-3-methyl-2-oxo-benzimidazol-1-yl]piperidine-2,6-dione